C(C)(C)(C)C1=CC(CC=C1)C1=CC=C(C=C1)OC 5-(tert-butyl)-3-(4-methoxyphenyl)-2,3-dihydrobenzene